2-(2-chloro-5-methoxyphenyl)-N-{3-sulfamoyl-4-[4-(trifluoromethyl)-1H-pyrazol-1-yl]phenyl}acetamide ClC1=C(C=C(C=C1)OC)CC(=O)NC1=CC(=C(C=C1)N1N=CC(=C1)C(F)(F)F)S(N)(=O)=O